2-{4-[9,10-bis(2-naphthyl)-2-anthryl]phenyl}-1-phenyl-1H-benzo[d]imidazole C1=C(C=CC2=CC=CC=C12)C=1C2=CC=CC=C2C(=C2C=CC(=CC12)C1=CC=C(C=C1)C1=NC2=C(N1C1=CC=CC=C1)C=CC=C2)C2=CC1=CC=CC=C1C=C2